2-[4-(4-piperidinyl)-1-piperidinyl]Ethanol dihydrochloride Cl.Cl.N1CCC(CC1)C1CCN(CC1)CCO